C(C)(=O)N1CCC(CC1)NCC1=C(C=C(C=C1)C1=NC=CC(=C1Cl)C=1C(=C(C=CC1)NC(=O)C1=CC=C(C=N1)CN(C(OC(C)(C)C)=O)CCO)Cl)OC tert-Butyl ((6-((3-(2-(4-(((1-acetylpiperidin-4-yl)amino)methyl)-3-methoxyphenyl)-3-chloropyridin-4-yl)-2-chlorophenyl)carbamoyl)pyridin-3-yl)methyl)(2-hydroxyethyl)carbamate